CC=1C(=C2C=CNC2=CC1)N1CC=2N=C(N=C(C2CC1)N1CCN(CC1)C(C=C)=O)OCCCN1CCOCC1 1-(4-(7-(5-methyl-1H-indol-4-yl)-2-(3-morpholinopropoxy)-5,6,7,8-tetrahydropyrido[3,4-d]pyrimidin-4-yl)piperazin-1-yl)prop-2-en-1-one